4-(4-(3,8-Diazabicyclo[3.2.1]octan-3-yl)-8-fluoro-2-((tetrahydro-1H-pyrrolizin-7a(5H)-yl)methoxy-d2)pyrido[4,3-d]pyrimidin-7-yl)-5-ethynyl-6-fluoronaphthalen-2-ol C12CN(CC(CC1)N2)C=2C1=C(N=C(N2)OC([2H])([2H])C23CCCN3CCC2)C(=C(N=C1)C1=CC(=CC2=CC=C(C(=C12)C#C)F)O)F